3-(3,5-difluorophenyl)-1-(pyrimidin-2-ylethynyl)-3-azabicyclo[3.1.0]hexane FC=1C=C(C=C(C1)F)N1CC2(CC2C1)C#CC1=NC=CC=N1